OC[C@H](C(C)(C)C)NC(=O)C1=C2C=C3C(=C2N=N1)C3 2,3-diaza-cyclopropa[a]pentalene-4-carboxylic acid ((S)-1-hydroxymethyl-2,2-dimethylpropyl)-amide